tetrazoliumamid [N+]=1(NN=NC1)C(=O)N